NC1CCN(CC1)C=1N(C(C(=C(N1)C=1C=C(C#N)C=CC1)C1=CC(=C(C=C1)OC)F)=O)C 3-[2-(4-aminopiperidin-1-yl)-5-(3-fluoro-4-methoxyphenyl)-1-methyl-6-oxopyrimidin-4-yl]benzonitrile